N1(C=NC=C1)C(=O)N1CCC(CC1)=C(C#N)C1=CC=C(C=C1)F 2-(1-(1H-imidazole-1-carbonyl)piperidin-4-ylidene)-2-(4-fluorophenyl)acetonitrile